2-[6-amino-5-[8-[2-[3-(5,6,8,9-tetrahydroimidazo[1,2-d][1,4]diazepin-7-yl)prop-1-ynyl]-4-pyridyl]-3,8-diazabicyclo[3.2.1]octan-3-yl]pyridazin-3-yl]phenol NC1=C(C=C(N=N1)C1=C(C=CC=C1)O)N1CC2CCC(C1)N2C2=CC(=NC=C2)C#CCN2CCN1C(CC2)=NC=C1